4-[(3S)-3-amino-3-methylpyrrolidin-1-yl]-5-(3,5-difluorophenyl)-N-{3-fluorobicyclo[1.1.1]pentan-1-yl}-6-(trifluoromethyl)pyridine-3-carboxamide N[C@@]1(CN(CC1)C1=C(C=NC(=C1C1=CC(=CC(=C1)F)F)C(F)(F)F)C(=O)NC12CC(C1)(C2)F)C